C(C=C)OC(C)C1=C(C=CC(=C1)C(F)(F)F)Br 2-(1-(allyloxy)ethyl)-1-bromo-4-(trifluoromethyl)benzene